(E)-5-((2-(pyrimidin-2-yl)hydrazono)methyl)benzene-1,2,3-triol N1=C(N=CC=C1)N\N=C\C=1C=C(C(=C(C1)O)O)O